SCCC[Si](OC)(OC)OC gamma-mercaptopropyl-trimethyl-oxysilane